(ADAMANTAN-1-YL)-2-((5-METHYL-2-OXO-1,2-DIHYDROPYRIMIDIN-4-YL)OXY)ACETAMIDE C12(CC3CC(CC(C1)C3)C2)C(C(=O)N)OC2=NC(NC=C2C)=O